ethyl (R)-2-(4-(2-amino-2-oxoethyl)phenoxy)propanoate NC(CC1=CC=C(O[C@@H](C(=O)OCC)C)C=C1)=O